1-ethyl-1-((R)-1-(5-methoxy-6-(8-(pent-4-en-1-yl)imidazo[1,2-a]pyridin-6-yl)pyridin-2-yl)ethyl)-3-((S)-7,7,7-trifluorohept-1-en-4-yl)urea C(C)N(C(=O)N[C@H](CC=C)CCC(F)(F)F)[C@H](C)C1=NC(=C(C=C1)OC)C=1C=C(C=2N(C1)C=CN2)CCCC=C